CC1=NC(C(C2=C1CCC2)C#N)=O 1-methyl-3-oxo-4,5,6,7-tetrahydro-3H-cyclopenta[c]pyridine-4-carbonitrile